N-[4-[2-[1-(3-aminopropionyl)azetidin-3-yl]ethylcarbamoyl]-3-chloro-phenyl]-5-[4-(difluoromethoxy)-2,3-difluoro-phenyl]-1-methyl-imidazole-2-carboxamide NCCC(=O)N1CC(C1)CCNC(=O)C1=C(C=C(C=C1)NC(=O)C=1N(C(=CN1)C1=C(C(=C(C=C1)OC(F)F)F)F)C)Cl